FC=1C=C(C=C(C1)F)C1=CC(=CC=C1)C(C(=O)N1CC2=C(N=C(NC2=O)C2(CC2)C2=CC=CC=C2)CC1)O 6-(2-(3',5'-difluoro-[1,1'-biphenyl]-3-yl)-2-hydroxyacetyl)-2-(1-phenylcyclopropyl)-5,6,7,8-tetrahydropyrido[4,3-d]pyrimidin-4(3H)-one